allyl 3-((((6-(1,3-dioxoisoindolin-2-yl)hexyl)oxy)diphenylsilyl)oxy)-3-methylbutanoate O=C1N(C(C2=CC=CC=C12)=O)CCCCCCO[Si](OC(CC(=O)OCC=C)(C)C)(C1=CC=CC=C1)C1=CC=CC=C1